Cl.COC=1C=C(OC2CCC(CC2)N)C=CC1C1=NOC=N1 (1r,4r)-4-(3-methoxy-4-(1,2,4-oxadiazol-3-yl)phenoxy)cyclohexane-1-amine hydrochloride